1,3,4-Thia-diazol S1C=NN=C1